5-cyclopropyl-1-[[5-[5-(difluoromethyl)-1,3,4-oxadiazol-2-yl]-2-pyridyl]methyl]pyridin-2-one C1(CC1)C=1C=CC(N(C1)CC1=NC=C(C=C1)C=1OC(=NN1)C(F)F)=O